C(CCC)NCCCC.CC(C)CC(CC(C)C)OP(=O)(O)O.N1C=C(C2=NC=CC=C21)NC(C(=O)NCC2=CC=C(C=C2)C2=C(C=CC=C2)C(F)(F)F)=O N1-(1H-pyrrolo[3,2-b]pyridin-3-yl)-N2-((2'-(trifluoromethyl)-[1,1'-biphenyl]-4-yl)methyl)oxalamide 2,6-dimethyl-4-heptyl-phosphate dibutylamine salt